C1(=CC=CC=C1)NC(O[C@@H](C(N1CC2(CC2)C[C@H]1C(N[C@@H](C[C@H]1C(NCC1)=O)C(COC(F)(F)F)=O)=O)=O)CC(C)C)=O (R)-4-methyl-1-oxo-1-((S)-6-(((S)-3-oxo-1-((S)-2-oxopyrrolidin-3-yl)-4-(trifluoromethoxy)butan-2-yl)carbamoyl)-5-azaspiro[2.4]heptan-5-yl)pentan-2-yl phenylcarbamate